3-(1H-imidazol-1-yl)-N-(2,2,5,5-tetramethyltetrahydrofuran-3-yl)benzamide N1(C=NC=C1)C=1C=C(C(=O)NC2C(OC(C2)(C)C)(C)C)C=CC1